1-(2-chloroimidazo[1,2-a]pyridin-3-yl)sulfonyl-3-(4,6-dimethoxypyrimidin-2-yl)urea ClC=1N=C2N(C=CC=C2)C1S(=O)(=O)NC(=O)NC1=NC(=CC(=N1)OC)OC